3-methyl-1,2-dihydropyridine CC=1CNC=CC1